(S)-1-(4-((1-methyl-1H-indol-5-yl)carbamoyl)benzyl)-N-(3-((1,2,3,4-tetrahydroacridin-9-yl)amino)propyl)piperidine-3-carboxamide CN1C=CC2=CC(=CC=C12)NC(=O)C1=CC=C(CN2C[C@H](CCC2)C(=O)NCCCNC=2C3=CC=CC=C3N=C3CCCCC23)C=C1